CN(C(=O)NC=1SC(=NN1)C)C1=CC=2OC(C(=CC2S1)C(=O)O)=O 2-(1-methyl-3-(5-methyl-1,3,4-thiadiazol-2-yl)ureido)-5-oxo-5H-thieno[3,2-b]pyran-6-carboxylic acid